C1(CCCC1)NC(C1=CC(=C(C=C1)C=1NC(C2=C(N1)NN=N2)=O)OCC)=O N-cyclopentyl-3-ethoxy-4-(7-oxo-6,7-dihydro-3H-[1,2,3]triazolo[4,5-d]pyrimidin-5-yl)benzamide